6-(5-chloro-2-methoxy-3-methylphenyl)-N-[(2,4-dimethoxyphenyl)methyl]-4-methylphthalazin-1-amine ClC=1C=C(C(=C(C1)C=1C=C2C(=NN=C(C2=CC1)NCC1=C(C=C(C=C1)OC)OC)C)OC)C